O=C1N2CCCC(N3C(C(=CC4=CN=C(NCCOCC1)N=C34)N3CCN(C4=C(C=CC=C34)C)C(=O)OCC3=CC=CC=C3)=O)C2 benzyl 4-(7,20-dioxo-10-oxa-1,6,13,15,22-pentazatetracyclo[12.6.2.12,6.017,21]tricosa-14,16,18,21-tetraen-19-yl)-8-methyl-2,3-dihydroquinoxaline-1-carboxylate